CC1=NC(=CC(=N1)NC(C)C=1C=C(C=CC1)OCC(=O)O)C1=CC=C2C=CN(C2=C1)C {[3-(1-{[2-methyl-6-(1-methyl-1H-indol-6-yl)pyrimidin-4-yl]amino}ethyl)phenyl]oxy}acetic acid